N1(N=CC=C1)CO pyrazole-1-yl-methanol